C1CCC=COS1(=O)=O 4-pentene-1,5-sultone